COC(=O)C1=CC(=C2C(=C1)N(C(C21CCOCC1)=O)C)Br 4-bromo-1-methyl-2-oxo-2',3',5',6'-tetrahydrospiro[indoline-3,4'-pyran]-6-carboxylic acid methyl ester